C1(CC1)C=1N(C=CN1)C=1C=C(OC[C@H](C)OC2=C(C=C(C#N)C=C2)C)C=CC1 (S)-4-((1-(3-(2-cyclopropyl-1H-imidazol-1-yl)phenoxy)propan-2-yl)oxy)-3-methylbenzonitrile